C(C)OC1CC(C1)NC1CC2=C(N=C(S2)C2=NNC(=C2C(C)C)C=2C=C(C=3N(C2)N=CN3)C)CC1 N-(3-ethoxycyclobutyl)-2-(4-isopropyl-5-(8-methyl-[1,2,4]triazolo[1,5-a]pyridin-6-yl)-1H-pyrazol-3-yl)-4,5,6,7-tetrahydrobenzo[d]thiazol-6-amine